N-(6-cyano-3-pyridyl)-N-methyl-pyrazolo[1,5-a]pyridine-5-carboxamide C(#N)C1=CC=C(C=N1)N(C(=O)C1=CC=2N(C=C1)N=CC2)C